ClC=1C=C(COC2=CC=C(C=C2)CO)C=CC1 (4-(3-chlorobenzyloxy)phenyl)methanol